2-[4-[3-(3,5-dimethylpyrazol-1-yl)-6-oxopyridazin-1-yl]piperidin-1-yl]pyridine-4-carbonitrile CC1=NN(C(=C1)C)C1=NN(C(C=C1)=O)C1CCN(CC1)C1=NC=CC(=C1)C#N